Sodium N-(2-aminophenyl)sulfamate NC1=C(C=CC=C1)NS([O-])(=O)=O.[Na+]